COC([C@H](CC1=CC=C(C=C1)N1C(N(C2=C1C(=C(C=C2)F)F)C)=O)N)=O (S)-2-amino-3-(4-(6,7-difluoro-3-methyl-2-oxo-2,3-dihydro-1H-benzo[d]imidazol-1-yl)phenyl)propionic acid methyl ester